8-ethyl-9-methyl-tetracyclo[4.4.0.12,5.17,10]-3-dodecene C(C)C1C2C3C4C=CC(C3C(C1C)C2)C4